4-(4-((2-(3-(difluoromethyl)Bicyclo[1.1.1]Pentane-1-yl)-4,4-dimethylcyclohex-1-en-1-yl)methyl)piperazin-1-yl)benzamide FC(C12CC(C1)(C2)C2=C(CCC(C2)(C)C)CN2CCN(CC2)C2=CC=C(C(=O)N)C=C2)F